COC1CCC(CC1)NC(=O)C1=NC(=NC=C1)N1C(=NC=C1)C(F)(F)F N-((1r,4r)-4-methoxycyclohexyl)-2-(2-(trifluoromethyl)-1H-imidazol-1-yl)pyrimidine-4-carboxamide